Methyl-2,3,4-tri-O-acetyl-beta-D-glucopyranose C[C@]1(O)[C@H](OC(C)=O)[C@@H](OC(C)=O)[C@H](OC(C)=O)[C@H](O1)CO